gallium silicon nitrogen [N].[Si].[Ga]